ClC=1C=C(C=C(C1)Cl)S(=NC(CC=1N=C2N(C=C(C=C2)C2=NOC(=N2)C(F)(F)F)C1)=O)(=O)C N-((3,5-dichlorophenyl)(methyl)(oxo)-λ6-sulfaneylidene)-2-(6-(5-(trifluoromethyl)-1,2,4-oxadiazol-3-yl)imidazo[1,2-a]pyridin-2-yl)acetamide